3-chloro-1-(2-(piperidin-4-yl)ethyl)-1H-pyrazole-5-carboxylic acid methyl ester COC(=O)C1=CC(=NN1CCC1CCNCC1)Cl